tert-butyl (R)-3-(((benzyloxy)carbonyl)amino)azepane-1-carboxylate C(C1=CC=CC=C1)OC(=O)N[C@H]1CN(CCCC1)C(=O)OC(C)(C)C